COC1=CC=C(C=C1)NCC1=CC=C(C=C1)C1=NC2=C(N1)C=CC=C2C(=O)N 2-(4-(((4-methoxyphenyl)amino)methyl)phenyl)-1H-benzimidazole-4-carboxamide